3-(2,5-dichloro-4-ethoxyphenyl)prop-2-en-1-ol ClC1=C(C=C(C(=C1)OCC)Cl)C=CCO